BrC1=CC=C(O1)C(=O)NC1CC2(C1)CC(C2)C=2OC1=C(N2)C=C(C=C1)Cl 5-bromo-N-[6-(5-chloro-1,3-benzoxazol-2-yl)spiro[3.3]heptan-2-yl]furan-2-carboxamide